N[C@@H]1C2=CC=CC=C2CC12CCN(CC2)C=2NC(C1=C(N2)NN=C1C=1C=2C=CC=NC2C(CC1)(F)F)=O (S)-6-(1-amino-1,3-dihydrospiro[indene-2,4'-piperidin]-1'-yl)-3-(8,8-difluoro-7,8-dihydroquinolin-5-yl)-1,5-dihydro-4H-pyrazolo[3,4-d]pyrimidin-4-one